methyl 7-amino-8-(naphthalen-1-ylmethyl)-6-oxo-9-(3-(trifluoromethyl)phenyl)-3,4-dihydro-2H,6H-pyrido[1,2-e][1,2,5]thiadiazine-4-carboxylate 1,1-dioxide NC1=C(C(=C2N(C(CNS2(=O)=O)C(=O)OC)C1=O)C1=CC(=CC=C1)C(F)(F)F)CC1=CC=CC2=CC=CC=C12